C(C)(C)(C)C=1C=C(C=C(C1O)CC1=C(C(=CC(=C1)C(C)(C)C)C(C)(C)C)O)CCC(=O)[O-] 3-(3-(tert-butyl)-5-(3,5-di-tert-butyl-2-hydroxybenzyl)-4-hydroxyphenyl)propionate